(E)-3-(2-fluorophenyl)-propenyl bromide FC1=C(C=CC=C1)C/C=C/Br